COC=1C=C(C=C(C1)C1=CC=C2C=NN(C2=C1)C)NC(C=C)=O N-[3-methoxy-5-(1-methyl-1H-indazol-6-yl)phenyl]prop-2-enamide